COCC(C(=O)O)(C1=CC=CC=C1)OC dimethoxyphenylpropionic acid